2,4-di-tert-pentylphenyl-3,5-di-tert-butyl-4-hydroxybenzoate C(C)(C)(CC)C1=C(C=CC(=C1)C(C)(C)CC)OC(C1=CC(=C(C(=C1)C(C)(C)C)O)C(C)(C)C)=O